2,6-dimethyl-9,10-bis(n-pentyloxycarbonyloxy)anthracene sodium fluoride [F-].[Na+].CC1=CC2=C(C3=CC=C(C=C3C(=C2C=C1)OC(=O)OCCCCC)C)OC(=O)OCCCCC